amino(ethylamino)methylthioketone NC(NCC)C(=S)C(N)NCC